(1S,2S)-2-amino-1-phenyl-propane N[C@H](CC1=CC=CC=C1)C